FC1=NN2C(N=CC3=C2[C@@](C[C@@H]3C(=O)NC=3C=NC(=C(C3)C)N3N=CC=N3)(C=3C=NN(C3)C)C)=C1 (6S,8S)-2-fluoro-8-methyl-8-(1-methyl-1H-pyrazol-4-yl)-N-(5-methyl-6-(2H-1,2,3-triazol-2-yl)pyridin-3-yl)-7,8-dihydro-6H-cyclopenta[e]pyrazolo[1,5-a]pyrimidine-6-carboxamide